IC1=C(C=CC=C1)CS(=O)(=O)NC1=C(N=CS1)C(=O)O 5-{[(2-iodophenyl)methyl]sulfonylamino}-1,3-thiazole-4-carboxylic acid